O1CCOC2=C1C=CC(=C2)C21CCN(C1CCCC2)C 3a-(2,3-dihydro-1,4-benzodioxin-6-yl)-1-methyl-3,4,5,6,7,7a-hexahydro-2H-indole